ethyl-((2s,4r)-2-phenylpiperidin-4-yl)carbamic acid tert-butyl ester C(C)(C)(C)OC(N([C@H]1C[C@H](NCC1)C1=CC=CC=C1)CC)=O